5-((4-(6-chloropyridin-2-yl)piperazin-1-yl)methyl)-2-(2,4-dioxotetrahydropyrimidine-1(2H)-yl)isoindoline-1,3-dione ClC1=CC=CC(=N1)N1CCN(CC1)CC=1C=C2C(N(C(C2=CC1)=O)N1C(NC(CC1)=O)=O)=O